dibromo-2'-deoxycytidine BrC1=C(C(=NC(N1[C@H]1C[C@H](O)[C@@H](CO)O1)=O)N)Br